BrC1=C(C(=O)NC2=CC(=CC=C2)C#N)C=C(C(=C1)OC)OC 2-bromo-N-(3-cyanophenyl)-4,5-dimethoxybenzamide